Tert-butyl 5-chloro-2-(4,6-dimethoxypyrimidin-5-yl)-1H-pyrrolo[2,3-c]pyridine-1-carboxylate ClC=1C=C2C(=CN1)N(C(=C2)C=2C(=NC=NC2OC)OC)C(=O)OC(C)(C)C